FC1=CC=C(C=C1)C(C1CCN(CC1)C(=O)N1C[C@@H]2[C@@H](OCC(N2)=O)CC1)C1=CC=C(C=C1)F (-)-cis-6-(4-(Bis(4-fluorophenyl)methyl)piperidine-1-carbonyl)hexahydro-2H-pyrido[4,3-b][1,4]oxazin-3(4H)-one